butanediol bis(mercaptoacetate) SCC(=O)OC(CCC)OC(CS)=O